4-(tert-butoxycarbonyl)-2,3,4,5-tetrahydrobenzo[f][1,4]oxazepine-8-carboxylic acid C(C)(C)(C)OC(=O)N1CCOC2=C(C1)C=CC(=C2)C(=O)O